6-(benzo1,3-dioxanyl)-4-(2-furyl)-pyrimidineamide O1C(OCC2=C1C=CC=C2)C2=CC(=NC(=N2)C(=O)N)C=2OC=CC2